2,5-difluoro-1,4-benzenedioic acid FC1=C(C=C(C(=C1)C(=O)O)F)C(=O)O